FC1=C(C=NC2=CC=CC=C12)B(O)O 4-FLUOROQUINOLINE-3-BORONIC ACID